8-(3,5-difluoro-4-methylbenzyl)-6-(3-(trifluoromethyl)-1H-1,2,4-triazol-5-yl)imidazo[1,2-a]pyrazine FC=1C=C(CC=2C=3N(C=C(N2)C2=NC(=NN2)C(F)(F)F)C=CN3)C=C(C1C)F